3-(2-((5-chloro-6-methoxypyridin-2-yl)oxy)ethyl)-2-methyl-4-oxo-7-(trifluoromethyl)-3,4-dihydroquinazoline-5-carbonitrile ClC=1C=CC(=NC1OC)OCCN1C(=NC=2C=C(C=C(C2C1=O)C#N)C(F)(F)F)C